[Na+].[Na+].NC=1C=C(C=C2C=C(C(=C(C12)O)N=NC1=CC=CC=C1)S(=O)(=O)[O-])S(=O)(=O)[O-] 8-amino-1-hydroxy-2-(phenylazo)-3,6-naphthalene-disulfonic acid disodium salt